C(C)(C)(C)OC(=O)N1CCC(CC1)N1N=C(C(=C1)C#N)OCC1=C(C=C(C=C1)C#N)F 4-(4-cyano-3-((4-cyano-2-fluorobenzyl)oxy)-1H-pyrazol-1-yl)piperidine-1-carboxylic acid tert-butyl ester